FC1=C(OC(=O)C2=CC3=C(S2)C=CC(=C3)CP([O-])([O-])=O)C(=C(C(=C1F)F)F)F.C(C1=CC=CC=C1)(=O)[O-].[Ag+].[Ag+].[Ag+] silver (I) benzoate ((2-((perfluorophenoxy)carbonyl)benzo[b]thiophen-5-yl)methyl)phosphonate